FC(OC1CC(C1)N)F 3-(difluoromethoxy)cyclobutan-1-amine